5-((2-methoxypyridin-3-yl)methoxy)-2-methylbenzofuran COC1=NC=CC=C1COC=1C=CC2=C(C=C(O2)C)C1